6-(3-hydroxy-2-methylphenyl)-2-(phenylamino)imidazo[1,2-a]pyrimido[5,4-e]pyrimidin-5(6H)-one OC=1C(=C(C=CC1)N1C=2N(C3=C(C1=O)C=NC(=N3)NC3=CC=CC=C3)C=CN2)C